N1(C=NC=C1)CC=1C=C2CCN(CC2=C(C1)N[C@@H]1COCC1)C(=O)OC(C)(C)C tert-butyl (S)-6-((1H-imidazol-1-yl)methyl)-8-((tetrahydrofuran-3-yl)amino)-3,4-dihydroisoquinoline-2(1H)-carboxylate